3-[(R)-5-methyl-4-((R)-1,1,1-trifluoro-2-hydroxypropan-2-yl)-5,6-dihydropyrazolo[1',5':1,2]pyrido[3,4-d]pyridazin-9-yl]bicyclo[1.1.1]pentane-1-carboxamide C[C@H]1CN2C(C=3C=NN=C(C31)[C@@](C(F)(F)F)(C)O)=CC(=N2)C23CC(C2)(C3)C(=O)N